BrC=1C(=NC=C(C1)F)C1(CCN(CC1)C(=O)OC(C)(C)C)C#N tert-butyl 4-(3-bromo-5-fluoropyridin-2-yl)-4-cyanopiperidine-1-carboxylate